N-(2-hydroxybenzyl)-1-(2,5-dimethoxy-4-iodophenyl)-2-aminoethane OC1=C(CNCCC2=C(C=C(C(=C2)OC)I)OC)C=CC=C1